2-(2-((6-Methoxy-2-methyl-4-(((R)-1-(4-(2-((methylamino)methyl)phenyl)-thiophen-2-yl)ethyl)amino)quinazolin-7-yl)oxy)ethoxy)ethyl 2-((3r,5r,7r)-adamantan-1-yl)acetate C12(CC3CC(CC(C1)C3)C2)CC(=O)OCCOCCOC2=C(C=C3C(=NC(=NC3=C2)C)N[C@H](C)C=2SC=C(C2)C2=C(C=CC=C2)CNC)OC